C(C)(C)(C)OC(=O)N1CCC(CC1)N1N=C(C(=C1)C(C)C)OCC1=C(C=C(C=C1)C#N)F 4-(3-((4-cyano-2-fluorobenzyl)oxy)-4-isopropyl-1H-pyrazol-1-yl)piperidine-1-carboxylic acid tert-butyl ester